4,7-bis[5-(2,6-diisopropylphenyl)-2-thienyl]benzo[c]1,2,5-thiadiazole C(C)(C)C1=C(C(=CC=C1)C(C)C)C1=CC=C(S1)C1=CC=C(C2=NSN=C21)C=2SC(=CC2)C2=C(C=CC=C2C(C)C)C(C)C